N-(6-([1,1'-biphenyl]-3-ylmethyl)-5-((1s,3R)-3-fluorocyclobutane-1-carbonyl)-5-azaspiro[2.4]heptan-7-yl)methanesulfonamide C1(=CC(=CC=C1)CC1N(CC2(CC2)C1NS(=O)(=O)C)C(=O)C1CC(C1)F)C1=CC=CC=C1